(1R,3S)-3-((5-fluoro-4-(2-(1-hydroxycyclobutyl)pyridin-4-yl)pyrimidin-2-yl)amino)cyclohexane-1-carboxylic acid FC=1C(=NC(=NC1)N[C@@H]1C[C@@H](CCC1)C(=O)O)C1=CC(=NC=C1)C1(CCC1)O